3-bromo-5-fluorobenzene-2,4,6-d3-ol BrC1=C(C(=C(C(=C1[2H])F)[2H])O)[2H]